CS(=O)(=O)C1=C(C(=O)NC=2C=C3C(=CNC3=CC2)C2CCN(CC2)CCCC)C=CC=C1 5-(2-(methanesulfonyl)benzoyl)amino-3-(1-butylpiperidin-4-yl)-1H-indole